CN1C(C(=CC(=C1)B1OC(C(O1)(C)C)(C)C)C#N)=O 1-methyl-2-oxo-5-(4,4,5,5-tetramethyl-1,3,2-dioxaborolan-2-yl)-1,2-dihydropyridine-3-carbonitrile